di-tert-butyl 4,4'-(6-chloropyrimidine-2,4-diyl)dipiperazine-1-carboxylate ClC1=CC(=NC(=N1)N1CCN(CC1)C(=O)OC(C)(C)C)N1CCN(CC1)C(=O)OC(C)(C)C